C1(CCCCC1)N1SC2=C(C1=O)C=CC=C2 2-cyclohexyl-1,2-benzisothiazolin-3-one